FC(C=1C=C2C(NC=NC2=CC1)=O)(F)F 6-trifluoromethyl-quinazolin-4(3H)-one